C(C)(C)(C)OC(=O)N[C@@H]1CN(CC(C1)=O)C(=O)OCC1=CC=CC=C1 benzyl (3S)-3-(tert-butoxycarbonyl amino)-5-oxo-piperidine-1-carboxylate